(S)-N-(2-(2-methylpyridin-4-yl)-1H-pyrrolo[3,2-c]pyridin-6-yl)tetrahydrofuran-2-carboxamide CC1=NC=CC(=C1)C1=CC=2C=NC(=CC2N1)NC(=O)[C@H]1OCCC1